((2R,3S)-3-hydroxy-5-carbonyltetrahydrofuran-2-yl) methylbenzoate CC1=C(C(=O)O[C@H]2OC(C[C@@H]2O)=C=O)C=CC=C1